C1(CCCCC1)NC(CCCCCC[NH-])C=1C=CC2=C(C(=CO2)C2C(NC(CC2)=O)=O)C1 7-(Cyclohexylamino)-N-(3-(2,6-dioxopiperidin-3-yl)benzofuran-5-yl)heptylamide